6-(Cyclopropanecarboxamido)-4-((1-ethyl-7-methoxy-1H-indazol-6-yl)amino)-N-(methyl-d3)nicotinamide C1(CC1)C(=O)NC1=NC=C(C(=O)NC([2H])([2H])[2H])C(=C1)NC1=CC=C2C=NN(C2=C1OC)CC